NC=1N=CN(C(C1C(=O)NC1=CC(=CC=C1)[C@H]1NCC(NC1)=O)=O)C1=C(C=CC=C1Cl)Cl (R)-4-amino-1-(2,6-dichlorophenyl)-6-oxo-N-(3-(5-oxopiperazin-2-yl)phenyl)-1,6-dihydropyrimidine-5-carboxamide